C(C1=CC=CC=C1)OC1=CC(=NC2=CC=[N+](C=C12)[O-])C=1C(=NC(=C(C1)C)C(F)(F)F)N1CCC(CCC1)(F)F 4-benzyloxy-2-[2-(4,4-difluoroazepan-1-yl)-5-methyl-6-(trifluoromethyl)-3-pyridyl]-6-oxido-1,6-naphthyridin-6-ium